8-((3S,5R)-4-acryloyl-3,5-dimethylpiperazin-1-yl)-3,11-bis(4-fluorophenyl)-10-(trifluoromethyl)-3,4-dihydro-2H,6H-[1,4]thiazepino[2,3,4-ij]quinazolin-6-one C(C=C)(=O)N1[C@H](CN(C[C@H]1C)C1=NC(N2C3=C(C(=C(C=C13)C(F)(F)F)C1=CC=C(C=C1)F)SCC(C2)C2=CC=C(C=C2)F)=O)C